NC1=C(C=C(C=C1)S(=O)(=O)C1N(N=CC12CCNCC2)C(=O)NCC)Cl (4-amino-3-chlorobenzenesulfonyl)-N-ethyl-2,3,8-triazaspiro[4.5]dec-3-ene-2-carboxamide